FC=1C(=C(C=CC1F)C(=O)N1CC(C1)(O)CNCC=C)NC1=C(C=C(C=C1)I)F 1-({3,4-difluoro-2-[(2-fluoro-4-iodophenyl)amino]phenyl}carbonyl)-3-[(prop-2-en-1-ylamino)methyl]azetidin-3-ol